OCC(C=O)=C 2-(hydroxymethyl)prop-2-en-1-one